NC=1C=C(C=C(C1)C(F)(F)F)[C@@H](C)NC1=NC(=NC2=C3C(=C(C=C12)N1CC2(COC2)C1)CCC3)C (R)-N-(1-(3-amino-5-(trifluoromethyl)phenyl)ethyl)-2-methyl-6-(2-oxa-6-azaspiro[3.3]heptan-6-yl)-8,9-dihydro-7H-cyclopenta[H]quinazolin-4-amine